tert-butyl 5-(5-amino-6-fluoro-2,3-dihydrobenzofuran-7-yl)-3-hydroxy-2,3,4,7-tetrahydroazepine-1-carboxylate NC=1C(=C(C2=C(CCO2)C1)C=1CC(CN(CC1)C(=O)OC(C)(C)C)O)F